C1(CCC1)N1C(=NC2=C1C=C(C=C2F)C(C)(C)O)NC(CSC(F)(F)F)=O N-(1-cyclobutyl-4-fluoro-6-(2-hydroxypropan-2-yl)-1H-benzo[d]imidazol-2-yl)-2-((trifluoromethyl)thio)acetamide